tert-Butyl 4-((4-(difluoromethoxy)-3-(3-methyl-6-(pyrazolo[1,5-a]pyrimidin-3-yl)-1H-pyrazolo[4,3-c]pyridin-1-yl)phenyl)thio)piperidine-1-carboxylate FC(OC1=C(C=C(C=C1)SC1CCN(CC1)C(=O)OC(C)(C)C)N1N=C(C=2C=NC(=CC21)C=2C=NN1C2N=CC=C1)C)F